2-((1E,3E)-4-(2-fluoro-6-(methylamino)pyridine-3-yl)buta-1,3-dienyl)benz[d]thiazole-6-ol FC1=NC(=CC=C1/C=C/C=C/C=1SC2=C(N1)C=CC(=C2)O)NC